platinum-cerium oxide [O-2].[Ce+3].[Pt+2]